(Z)-tert-butyl-N,N'-diisopropylisourea C(C)(C)(C)N(/C(/O)=N/C(C)C)C(C)C